methyl 1,2,3,4-tetrahydroquinoline-4-carboxylate N1CCC(C2=CC=CC=C12)C(=O)OC